4-(1-(difluoromethyl)-5-methyl-1H-pyrazol-4-yl)-6-(3-(methylamino)azetidin-1-yl)pyrimidin-2-amine TFA salt OC(=O)C(F)(F)F.FC(N1N=CC(=C1C)C1=NC(=NC(=C1)N1CC(C1)NC)N)F